N-isopropyl-5-(4-((5-methyl-1H-pyrazol-3-yl)amino)quinazolin-2-yl)-2,5-diazabicyclo[2.2.1]heptane-2-carboxamide C(C)(C)NC(=O)N1C2CN(C(C1)C2)C2=NC1=CC=CC=C1C(=N2)NC2=NNC(=C2)C